1-(6Z,9Z,12Z-octadecatrienoyl)-2-(11Z-eicosenoyl)-glycero-3-phosphocholine CCCCCCCC/C=C\CCCCCCCCCC(=O)O[C@H](COC(=O)CCCC/C=C\C/C=C\C/C=C\CCCCC)COP(=O)([O-])OCC[N+](C)(C)C